3-((4,4-bis(((Z)-oct-5-en-1-yl)oxy)butanoyl)oxy)-2-(((7-((2-butyloctanoyl)oxy)heptanoyl)oxy)methyl)propyl 4-(((3-(diethylamino)propyl)carbamoyl)oxy)decanoate C(C)N(CCCNC(=O)OC(CCC(=O)OCC(COC(CCC(OCCCC\C=C/CC)OCCCC\C=C/CC)=O)COC(CCCCCCOC(C(CCCCCC)CCCC)=O)=O)CCCCCC)CC